(Z)-2-(5-Fluoro-2-methyl-1-(4-phenoxybenzylidene)-1H-inden-3-yl)-N-(1H-tetrazol-5-yl)acetamide (2E)-3-phenylprop-2-enoate C1(=CC=CC=C1)/C=C/C(=O)O.FC=1C=C2C(=C(/C(/C2=CC1)=C/C1=CC=C(C=C1)OC1=CC=CC=C1)C)CC(=O)NC1=NN=NN1